(3-(4-methyl-1H-imidazol-1-yl)-5-(trifluoromethyl)phenyl)-4-(morpholinomethyl)benzamide CC=1N=CN(C1)C=1C=C(C=C(C1)C(F)(F)F)C1=C(C(=O)N)C=CC(=C1)CN1CCOCC1